C1(CC1)N1N=CC(=C1)NC1=NC=C(C(=N1)C1=CC(=C(C=C1)N(C)CC1(CC1)C#N)F)C 1-(((4-(2-((1-cyclopropyl-1H-pyrazol-4-yl)amino)-5-methylpyrimidin-4-yl)-2-fluorophenyl)(methyl)amino)methyl)cyclopropanecarbonitrile